COC1=C(C=CC=C1)S(=O)(=O)NC1=NOC2=C1C(=CC(=C2)CN2N=C(C=C2)CNS(=O)(=O)C=C)OC 2-methoxy-N-(4-methoxy-6-((3-(vinylsulfonamidomethyl)-1H-pyrazol-1-yl)methyl)benzo[d]isoxazol-3-yl)benzenesulfonamide